3-bromopropyl-trimethylammonium bromide [Br-].BrCCC[N+](C)(C)C